3-[5-(2-Fluoro-phenyl)-[1,2,4]oxadiazol-3-yl]-benzoic acid 2-(2-{2-[2-(2-methoxy-ethoxy)-ethoxy]-ethoxy}-ethoxy)-ethyl ester COCCOCCOCCOCCOCCOC(C1=CC(=CC=C1)C1=NOC(=N1)C1=C(C=CC=C1)F)=O